1-(5-fluoropyridine-2-yl)cyclopropane-1-carboxylic acid FC=1C=CC(=NC1)C1(CC1)C(=O)O